6-(5-chloropyridin-2-yl)thiazolo[4,5-b]pyrazin-2-amine ClC=1C=CC(=NC1)C=1N=C2C(=NC1)N=C(S2)N